C(CCCCCCC\C=C/CCCC)(=O)OC[C@@H](OC(CCCCCCC\C=C/CCCC)=O)COP(=O)([O-])OCC[N+](C)(C)C 1,2-dimyristoleoyl-sn-glycero-3-phosphocholine